4-(4-((1R,5S)-3,8-Diazabicyclo[3.2.1]octan-3-yl)-2-((2-chloro-4H-furo[3,2-b]pyrrol-5-yl)methoxy)-8-fluoropyrido[4,3-d]pyrimidin-7-yl)-5-ethynyl-6-fluoronaphthalen-2-ol [C@H]12CN(C[C@H](CC1)N2)C=2C1=C(N=C(N2)OCC2=CC3=C(N2)C=C(O3)Cl)C(=C(N=C1)C1=CC(=CC3=CC=C(C(=C13)C#C)F)O)F